1-({3-Bromo-5-[(1-methylcyclopropyl)methoxy]phenyl}carbonyl)-4-{5-methyl-[1,3]oxazolo[4,5-b]pyridin-2-yl}piperazine BrC=1C=C(C=C(C1)OCC1(CC1)C)C(=O)N1CCN(CC1)C=1OC=2C(=NC(=CC2)C)N1